(S)-2-((1s,3R)-3-(3-fluoropyrazolo[1,5-a]pyrimidin-7-yl)cyclobutyl)-5-phenyl-2,5,6,7-tetrahydro-3H-pyrrolo[2,1-c][1,2,4]triazol-3-one FC=1C=NN2C1N=CC=C2C2CC(C2)N2N=C1N(C2=O)[C@@H](CC1)C1=CC=CC=C1